ClC1=C(C=CC(=C1)C(F)(F)F)CN [2-chloro-4-(trifluoro-methyl)phenyl]methan-amine